C(C)N(C=NC1=C(C=C(C(=C1)C)NC1=CC=C(C=C1)OC)C)C N-ethyl-N'-(4-((4-methoxyphenyl)amino)-2,5-dimethylphenyl)-N-methylformimidamide